NC1=C(C=C(C=C1NC)C1CCN(CC1)C(=O)OC(C)(C)C)C tert-butyl 4-(4-amino-3-methyl-5-(methylamino)phenyl)piperidine-1-carboxylate